4-(6-fluoro-7-(2-fluoro-6-hydroxyphenyl)-1-(2-isopropyl-4-methylpyridin-3-yl)-2-Carbonyl-1,2-dihydroquinolin-4-yl)piperazine-1-carboxylate FC=1C=C2C(=CC(N(C2=CC1C1=C(C=CC=C1O)F)C=1C(=NC=CC1C)C(C)C)=C=O)N1CCN(CC1)C(=O)[O-]